NC12CCC(CC1)(CC2)NC2=NC1=CC=C(C=C1C=N2)C2=CC(=C(C=C2)NS(=O)(=O)C2=C(C=CC=C2)Cl)F N-(4-(2-((4-aminobicyclo[2.2.2]octan-1-yl)amino)quinazolin-6-yl)-2-fluorophenyl)-2-chlorobenzene-sulfonamide